OCCCCCCCC(CCCCCCCC(=O)OC(CCCCCCCC)CCCCCCCC)=O heptadecan-9-yl 16-hydroxy-9-oxohexadecanoate